CC(/C=C/C1=C(C=C(C=C1O)\C=C\C1=CC=CC=C1)O)C 2-[(E)-3-Methylbut-1-enyl]-5-[(E)-2-phenylethenyl]benzene-1,3-diol